C(C)(C)(C)OC(=O)N1CC(C1)C1=CC=C(C=C1)C1(CC1)CO 3-(4-(1-(hydroxymethyl)cyclopropyl)phenyl)azetidine-1-carboxylic acid tert-butyl ester